(S)-2-(((3,3-dibutyl-7-methylsulfanyl-1,1-dioxo-5-phenyl-2,3,4,5-tetrahydrobenzo[b][1,4]thiazepin-8-yl)methyl)amino)-4-methylpentanoic acid C(CCC)C1(CN(C2=C(S(C1)(=O)=O)C=C(C(=C2)SC)CN[C@H](C(=O)O)CC(C)C)C2=CC=CC=C2)CCCC